(3R)-5-fluoro-3-methyl-1,3-dihydro-2,1-benzoborazol-1-ol FC=1C=CC2=C([C@H](BN2O)C)C1